COC1=C(CNC=2N=C(C3=C(N2)C2=C(O3)C=CC=C2)N2CCOCC2)C=CC(=C1)OC N-(2,4-dimethoxybenzyl)-4-morpholinobenzofuro[3,2-d]pyrimidin-2-amine